[Si](C)(C)(C(C)(C)C)OCCN1CC2(CC2C1)C1=CC=C(C=C1)B1OC(C(O1)(C)C)(C)C 3-(2-((tert-Butyldimethylsilyl)oxy)ethyl)-1-(4-(4,4,5,5-tetramethyl-1,3,2-dioxaborolan-2-yl)phenyl)-3-azabicyclo[3.1.0]hexane